2-PHENYLETHANOL C1(=CC=CC=C1)CCO